(1R,2S)-2-hydroxycyclopentylamine O[C@@H]1[C@@H](CCC1)N